C(CC)O.[Se] selenium 1-propanol